ClC1=C(C=C(C(=C1)Cl)N)O 2,4-dichloro-5-aminophenol